OP(=O)(C)CCC(C(=O)O)=O 4-(hydroxy(methyl)phosphoryl)-2-oxobutyric acid